(S)-N-((5-cyano-1H-benzo[d]imidazol-2-yl)(4,4-difluorocyclohexyl)methyl)-1-methyl-1H-pyrazole-5-carboxamide C(#N)C1=CC2=C(NC(=N2)[C@@H](NC(=O)C2=CC=NN2C)C2CCC(CC2)(F)F)C=C1